6,7-dichloro-2,3,4,9-tetrahydro-1H-carbazol-1-amine ClC=1C=C2C=3CCCC(C3NC2=CC1Cl)N